COC(=O)C1=CC=C2C(=CN=CC2=C1)OC1=CC=C(C=C1)C(F)(F)F 4-(4-(trifluoromethyl)phenoxy)isoquinoline-7-carboxylic acid methyl ester